1,10-dihydroxyl-1,10-phenanthroline ON1C=CC=C2C=CC3=CC=CN(C3=C12)O